7-(5-methoxy-5-oxopentyl)-3,4-dihydro-1,8-naphthyridine-1(2H)-carboxylic acid tert-butyl ester C(C)(C)(C)OC(=O)N1CCCC2=CC=C(N=C12)CCCCC(=O)OC